ClC=1C=C(C=2CCC(C2C1)O)S(=O)(=O)NC1=C(C(=C(C=C1)F)C=1C=C2C=NC(=NC2=CC1)NC1CCN(CC1)CC1OCCC1)F 6-chloro-N-(2,4-difluoro-3-(2-((1-((tetrahydrofuran-2-yl)methyl)piperidin-4-yl)amino)quinazolin-6-yl)phenyl)-1-hydroxy-2,3-dihydro-1H-indene-4-sulfonamide